3-(3,5-dimethylphenyl)-5H-pyrrolo[2,3-b]pyrazine CC=1C=C(C=C(C1)C)C1=CN=C2C(=N1)NC=C2